1,4-bis(methoxymethyl)cyclohexene COCC1=CCC(CC1)COC